C(C)OC=1C=NC(=NC1)N1CCC(CC1)CCCOC1=CC(=C(C(=C1)F)CC(=O)N1C[C@H](CC1)C(=O)NC[C@@H]([C@H]([C@@H]([C@@H](CO)O)O)O)O)F (3S)-1-[2-[4-[3-[1-(5-ethoxypyrimidin-2-yl)-4-piperidinyl]propoxy]-2,6-difluoro-phenyl]acetyl]-N-[(2S,3r,4r,5r)-2,3,4,5,6-pentahydroxyhexyl]pyrrolidine-3-carboxamide